FC(C(C#CC=1C=C(C=CC1)C1=NN=C2N1C1=CC=CC(=C1C(=N2)NCC(F)F)F)(C)C)F (3-(4,4-difluoro-3,3-dimethylbut-1-yn-1-yl)phenyl)-N-(2,2-difluoroethyl)-6-fluoro-[1,2,4]triazolo[4,3-a]quinazolin-5-amine